6-((5-fluoropyridin-2-yl)amino)-N-methyl-4-((2-methyl-5,6-dihydrobenzo[f]imidazo[1,2-d][1,4]oxazepin-8-yl)amino)pyridazine-3-carboxamide FC=1C=CC(=NC1)NC1=CC(=C(N=N1)C(=O)NC)NC1=CC=CC=2C=3N(CCOC21)C=C(N3)C